COC1=CC=C(CNS)C=C1 N-(4-methoxybenzyl)sulfhydrylamine